2-Chloro-N-(3-(7-fluoro-1-(tetrahydro-2H-pyran-2-yl)-1H-indazole-4-carbonyl)-5,6-dimethylpyrazin-2-yl)acetamide ClCC(=O)NC1=NC(=C(N=C1C(=O)C=1C=2C=NN(C2C(=CC1)F)C1OCCCC1)C)C